Cl.Cl.Cl.NC1=NC(=C(C=C1N)N)N 2,3,5,6-tetraaminopyridine trihydrochloride